[3,5-di(carbazol-9-yl)phenyl]Boronic acid C1=CC=CC=2C3=CC=CC=C3N(C12)C=1C=C(C=C(C1)N1C2=CC=CC=C2C=2C=CC=CC12)B(O)O